ClC1=NC=C(C(=N1)N1CCCC1)C(=O)O 2-chloro-4-(pyrrolidin-1-yl)pyrimidine-5-carboxylic acid